The molecule is a leukotriene composed of (6E,8Z,10E,14Z)-icosatetraenoic acid having 5S- and 12R-hydroxy substituents. It has a role as a Saccharomyces cerevisiae metabolite. It is a leukotriene, a dihydroxy monocarboxylic acid, a long-chain fatty acid and a hydroxy polyunsaturated fatty acid. It derives from an icosa-6,8,10,14-tetraenoic acid. CCCCC/C=C\\C[C@H](/C=C/C=C\\C=C\\[C@H](CCCC(=O)O)O)O